FC(C(C(C(C(C(F)(F)F)(F)F)(F)F)(F)F)(F)F)(OC1=C(C=C(C=C1)OC(C(C(C(C(C(F)(F)F)(F)F)(F)F)(F)F)(F)F)(F)F)F)F 1,4-bis(perfluorohexyloxy)-2-fluorobenzene